racemic-3-(3-chloro-5-fluorophenyl)-N-methyl-5-oxo-5-(piperidin-1-yl)pentanamide ClC=1C=C(C=C(C1)F)[C@H](CC(=O)NC)CC(N1CCCCC1)=O |r|